(2S,5S)-N-(7-methoxy-4-(1-methyl-3-phenyl-1H-pyrazol-4-yl)quinazolin-6-yl)-2,5-dimethylpiperazine-1-carboxamide COC1=C(C=C2C(=NC=NC2=C1)C=1C(=NN(C1)C)C1=CC=CC=C1)NC(=O)N1[C@H](CN[C@H](C1)C)C